tert-butyl 4-[2-(azepan-1-yl)-4-(cyclopropanecarbonylamino)benzoyl]-3-benzylpiperazine-1-carboxylate N1(CCCCCC1)C1=C(C(=O)N2C(CN(CC2)C(=O)OC(C)(C)C)CC2=CC=CC=C2)C=CC(=C1)NC(=O)C1CC1